3-[(amino)cyclobutoxy]-3-methoxy-phthalic acid NC1(CCC1)OC1(C(C(C(=O)O)=CC=C1)C(=O)O)OC